5-(trifluoromethyl)pyridine-2-carbaldehyde FC(C=1C=CC(=NC1)C=O)(F)F